tert-butyl {6-fluoro-4-[(2S)-oxolan-2-yl]pyridin-3-yl}carbamate FC1=CC(=C(C=N1)NC(OC(C)(C)C)=O)[C@H]1OCCC1